boron (diglycolic acid) C(COCC(=O)O)(=O)O.[B]